2-(4-((6-isopropoxypyridin-3-yl)methyl)piperazin-1-yl)-6-methyl-N-(5-methyl-1H-pyrazol-3-yl)pyrimidin-4-amine C(C)(C)OC1=CC=C(C=N1)CN1CCN(CC1)C1=NC(=CC(=N1)NC1=NNC(=C1)C)C